4-Fluoro-N3-(6-(4-isopropyl-4H-1,2,4-triazol-3-yl)pyridin-2-yl)-N1-(pyridazin-3-yl)isophthalamide FC1=C(C=C(C(=O)NC=2N=NC=CC2)C=C1)C(=O)NC1=NC(=CC=C1)C1=NN=CN1C(C)C